3-Acetylindol C(C)(=O)C1=CNC2=CC=CC=C12